3-methyl 3-(6-bromo-7-fluoro-3-nitroquinolin-4-yl)azetidine-1,3-dicarboxylate BrC=1C=C2C(=C(C=NC2=CC1F)[N+](=O)[O-])C1(CN(C1)C(=O)[O-])C(=O)OC